(S)-7-((1r,4S)-4-(1-cyclopropyl-3-(trifluoromethyl)-1H-pyrazol-5-yl)cyclohexyl)-2-thia-7-azaspiro[4.5]decane 2,2-dioxide C1(CC1)N1N=C(C=C1C1CCC(CC1)N1C[C@@]2(CCS(C2)(=O)=O)CCC1)C(F)(F)F